ClC1=CC=C(C=C1)C(C(N1CC2(C3=CC=C(C=C13)OC(F)(F)F)CC2)=O)NC=2C=C(C=C(C2)OC)C(C)=NOCCC(=O)O (+)-3-(((1-(3-((1-(4-chlorophenyl)-2-oxo-2-(6'-(trifluoromethoxy)spiro[cyclopropane-1,3'-indolin]-1'-yl)ethyl)amino)-5-methoxyphenyl)ethylidene)amino)oxy)propanoic acid